2-amino-4-(3-fluoro-5-(pyridin-3-yl)phenyl)-6-(piperidin-1-yl)pyridine-3,5-dinitrile NC1=NC(=C(C(=C1C#N)C1=CC(=CC(=C1)C=1C=NC=CC1)F)C#N)N1CCCCC1